C(#N)C1(CC12CC2)C=2C=C1C=C(N=CC1=CC2)NC(=O)C2CN(C2)C(=O)OC(C)(C)C tertbutyl 3-((6-(1-cyanospiro[2.2]pentan-1-yl)isoquinolin-3-yl)carbamoyl)azetidine-1-carboxylate